CSC=1OC2=C(C1)C=CC(=C2)C(=O)OC methyl 2-methylsulfanylbenzofuran-6-carboxylate